C(C1=CC=CC=C1)C1(CC(=NO1)CNC(C1=C(C=CC(=C1)Cl)Cl)=O)C(=O)O 5-benzyl-3-((2,5-dichlorobenzamido)methyl)-4,5-dihydroisoxazole-5-carboxylic acid